Chloro{5-(ethylsulfonyl)-1-methyl-4-[3-methyl-6-(pentafluoroethyl)-3H-imidazo[4,5-b]pyridin-2-yl]-1H-imidazol-2-yl}zinc Cl[Zn]C=1N(C(=C(N1)C1=NC=2C(=NC=C(C2)C(C(F)(F)F)(F)F)N1C)S(=O)(=O)CC)C